P(=O)(O)(O)O.CC=1C=NNC1C 4,5-dimethyl-pyrazole phosphate